C(=O)(OCC1C2=CC=CC=C2C2=CC=CC=C12)[C@@](C(=O)O)(CC1=CC2=CC=CC=C2C=C1)N Fmoc-(2S)-2-Amino-3-(2-naphthyl)propanoic acid